ClC1=C(C(=O)O)C=CC=C1N1N=CC2=C1COC[C@H]2NC(=O)C=2N=CN1C2CCCC1 (S)-2-chloro-3-(4-(5,6,7,8-tetrahydroimidazo[1,5-a]pyridine-1-carboxamido)-4,7-dihydropyrano[3,4-c]pyrazol-1(5H)-yl)benzoic acid